C(C)(=O)C1=C(C=C(C=C1OCC)[C@@H](C)N(C(=O)NC1(CC(C1)OC)C(=O)OCC)CCCCC1=CC=CC=C1)OCC ethyl 1-({[(1R)-1-(4-acetyl-3,5-diethoxyphenyl)ethyl](4-phenylbutyl) carbamoyl}amino)-3-methoxycyclobutane-1-carboxylate